CN1N=CC2=NC=C(C=C21)C(CC(=O)O)N2N=CC1=CC(=CC=C21)OCCC2=NC=1NCCCC1C=C2 3-(1-Methyl-1H-pyrazolo[4,3-b]pyridin-6-yl)-3-(5-(2-(5,6,7,8-tetrahydro-1,8-naphthyridin-2-yl)ethoxy)-1H-indazol-1-yl)propanoic acid